(7S)-4,5,7,8-tetramethyl-2-((trans-3-(3,4,5-trifluorophenoxy)cyclobutyl)amino)-7,8-dihydropteridin-6(5H)-one CC1=NC(=NC=2N([C@H](C(N(C12)C)=O)C)C)N[C@@H]1C[C@H](C1)OC1=CC(=C(C(=C1)F)F)F